NC=1C=2N(C=CN1)C(=NC2C2=CC=C(C(=O)NC1=NC=CC(=C1)CC)C=C2)[C@H]2N(CCC2)C(C#CC)=O (S)-4-(8-amino-3-(1-but-2-ynoylpyrrolidin-2-yl)imidazo[1,5-a]pyrazin-1-yl)-N-(4-ethyl-pyridin-2-yl)benzamide